N-[[2-[2-(hydroxymethyl)phenyl]sulfanyl-5-isopropyl-phenyl]methyl]-2-methyl-propane-2-sulfinamide OCC1=C(C=CC=C1)SC1=C(C=C(C=C1)C(C)C)CNS(=O)C(C)(C)C